[O-]S(=O)(=O)C(F)(F)F.C(CCCCCCCCCCC)[NH+]1CCC(CC1)C 1-Dodecyl-4-Methylpiperidinium triflat